lithium propanolate C(CC)[O-].[Li+]